(rac)-3-(2-((1S*,5S*,6R*)-6-hydroxy-2-azabicyclo[3.2.0]heptan-2-yl)-6,7-dihydro-5H-cyclopenta[d]pyrimidin-4-yl)benzenesulfonamide O[C@H]1[C@H]2CCN([C@H]2C1)C=1N=C(C2=C(N1)CCC2)C=2C=C(C=CC2)S(=O)(=O)N |r|